CCOC(=O)[C@H](CCC1=CC=CC=C1)N[C@@H](C)C(=O)N2[C@H]3CCC[C@H]3C[C@H]2C(=O)O The molecule is a dipeptide that is the prodrug for ramiprilat, the active metabolite obtained by hydrolysis of the ethyl ester group. An angiotensin-converting enzyme (ACE) inhibitor, used to treat high blood pressure and congestive heart failure. It has a role as an EC 3.4.15.1 (peptidyl-dipeptidase A) inhibitor, a prodrug, a cardioprotective agent, a matrix metalloproteinase inhibitor and a bradykinin receptor B2 agonist. It is a dicarboxylic acid monoester, an azabicycloalkane, a cyclopentapyrrole, a dipeptide and an ethyl ester.